OC=1C=C(C2=C(OC(OC2=O)(C2=CC=C(C=C2)C(F)(F)F)C)C1C1C=C(CCC1C(=C)C)C)CCCCC 7-hydroxy-2-methyl-8-(3-methyl-6-(prop-1-en-2-yl)cyclohex-2-en-1-yl)-5-pentyl-2-(4-(trifluoromethyl)phenyl)-4H-benzo[d][1,3]dioxin-4-one